methyl 7-formyl-1-(2-trimethylsilylethoxymethyl)benzimidazole-2-carboxylate C(=O)C1=CC=CC2=C1N(C(=N2)C(=O)OC)COCC[Si](C)(C)C